ClC=1C(=C(C=CC1)NC1=C(NC2=C1C(NCC2)=O)C2=C(C=NC=C2)C#CC2N(CCOC2)C(=O)OC(C)(C)C)OC tert-butyl 3-[2-(4-[3-[(3-chloro-2-methoxyphenyl)amino]-4-oxo-1H,5H,6H,7H-pyrrolo[3,2-c]pyridin-2-yl]pyridin-3-yl)ethynyl]morpholine-4-carboxylate